3-(1H-imidazol-1-yl)-N-(piperidin-3-yl)benzamide N1(C=NC=C1)C=1C=C(C(=O)NC2CNCCC2)C=CC1